CC1=C(C(=NC=C1)C1=CC=CC=C1)C1=CC=CC=C1 (methyl)(diphenyl)pyridine